O1C(=NN=C1)C=1C=CC=NC1 5-(1,3,4-Oxadiazol-2-yl)pyridin